tert-butyl (R)-3-(4-(5-(6-((S)-1-(tert-butoxy)-2-ethoxy-2-oxoethyl)-7-(4-chlorophenyl)-5-methylbenzo[d]thiazol-2-yl)-1-ethyl-1H-indazol-3-yl)piperidin-1-yl)pyrrolidine-1-carboxylate C(C)(C)(C)O[C@H](C(=O)OCC)C1=C(C2=C(N=C(S2)C=2C=C3C(=NN(C3=CC2)CC)C2CCN(CC2)[C@H]2CN(CC2)C(=O)OC(C)(C)C)C=C1C)C1=CC=C(C=C1)Cl